isopropoxyboric acid C(C)(C)OOB(O)O